6-bromo-2-chlorothiazolo[4,5-b]pyridin-5(4H)-one BrC1=CC2=C(NC1=O)N=C(S2)Cl